allylformate C(C=C)C(=O)[O-]